N1N=CC2=CC=CC(=C12)[C@H](C)NC(=O)C1=CC2=CC=CC(=C2C=C1)OC1=CC=C(C=C1)C(F)(F)F N-[(1S)-1-(1H-indazol-7-yl)ethyl]-5-[4-(trifluoromethyl)phenoxy]naphthalene-2-carboxamide